methyl 4-(6-phenyl-[1,2,4]triazolo[4,3-a]pyridin-3-yl)benzoate C1(=CC=CC=C1)C=1C=CC=2N(C1)C(=NN2)C2=CC=C(C(=O)OC)C=C2